4-(4-methyl-piperazinyl)-naphthol CN1CCN(CC1)C1=CC=C(C2=CC=CC=C12)O